(S)-tert-Butyl 4-((R)-3-((((9H-fluoren-9-yl)methoxy)carbonyl)amino)-3-(4-chlorobenzyl) piperidin-1-yl)-3-((S)-2,3-dihydro-1H-inden-1-yl)-4-oxobutanoate C1=CC=CC=2C3=CC=CC=C3C(C12)COC(=O)N[C@@]1(CN(CCC1)C([C@@H](CC(=O)OC(C)(C)C)[C@@H]1CCC2=CC=CC=C12)=O)CC1=CC=C(C=C1)Cl